tert-butyl (6-formylpyridazin-3-yl)carbamate C(=O)C1=CC=C(N=N1)NC(OC(C)(C)C)=O